BrC=1C(=C(CNC(OC(C)(C)C)=O)C=CC1)F tert-butyl (3-bromo-2-fluorobenzyl)carbamate